FC1=C2C=CN(C2=C(C=C1)C#N)C 4-fluoro-1-methyl-1H-indole-7-carbonitrile